Cl.FC1=C(SC2=C1CC(CC2)NC)C 3-fluoro-N,2-dimethyl-4,5,6,7-tetrahydrobenzothiophen-5-amine hydrochloride